FC(CP(OC=CC)([O-])=O)(F)F methylvinyl (2,2,2-trifluoroethyl)phosphonate